ClC=1C=C(C=CC1)C1=CC(=NN1C)C(=O)OCC Ethyl 5-(3-chlorophenyl)-1-methyl-1H-pyrazole-3-carboxylate